CC1=C(C2=C(CCC(O2)(C)CCCC(C)CCCC(C)CCCC(C)C)C(=C1O)C)C (±)-α-tocopherol